ClC=1C=2C(N=C3N(C2C=CC1)C1=CC(=CC=C1C31CCCCC1)C1CN(CC1)C1CCC(CC1)C=O)=O 4-(3-(4'-chloro-5'-oxo-5'H-spiro[cyclohexane-1,7'-indolo[1,2-a]quinazolin]-10'-yl)pyrrolidin-1-yl)cyclohexane-1-carbaldehyde